COC1=CC(=CC2=C1O[C@H]([C@@H](O2)C)C=2C=NC(=CC2)OC)C([2H])([2H])C2=C(C(=NC=C2)N)[N+](=O)[O-] (((trans)-8-methoxy-2-(6-methoxypyridin-3-yl)-3-methyl-2,3-dihydrobenzo[b][1,4]dioxin-6-yl)methyl-d2)-3-nitropyridin-2-amine